BrC1=CN=C2N1N=CC(=C2)CNC(OC(C)(C)C)=O tert-butyl N-({3-bromoimidazo[1,2-b]pyridazin-7-yl}methyl)carbamate